4-[4-(2-aminoethylamino)butylamino]-5-bromo-2-fluoro-N-(1,2,4-thiadiazol-5-yl)benzenesulfonamide NCCNCCCCNC1=CC(=C(C=C1Br)S(=O)(=O)NC1=NC=NS1)F